O=C1NC(CCC1N1C(C2=CC=C(C=C2C1)C1=NC=CC(=C1)CN1C(C2CC2C1)C(=O)OCC)=O)=O ethyl 3-((2-(2-(2,6-dioxopiperidin-3-yl)-1-oxoisoindolin-5-yl)pyridin-4-yl)methyl)-3-azabicyclo[3.1.0]hexane-2-carboxylate